benzyl-(2-hydroxypropyl)-dimethylammonium 2-ethylhexanoate C(C)C(C(=O)[O-])CCCC.C(C1=CC=CC=C1)[N+](C)(C)CC(C)O